(R)-3-(3,6-dichloro-5-methylpyridazin-4-yl)-N-(1-methylpiperidin-3-yl)propanamide ClC=1N=NC(=C(C1CCC(=O)N[C@H]1CN(CCC1)C)C)Cl